FC(C1=CC2=C(SC(=C2)C(=O)OC2=CC=C(C=C2)[N+](=O)[O-])C=C1)(P(=O)(OC1=CC=CC=C1)OCC(=O)OC(C)C)F 4-nitrophenyl 5-(difluoro((2-isopropoxy-2-oxoethoxy)(phenoxy)phosphoryl)methyl)benzo[b]thiophene-2-carboxylate